FC1=C(C(=CC=C1)F)NC(=O)C1=CC(=C(C=C1O[C@H](C(F)(F)F)C)N1N=CN(C1=O)CC)F 1-(4-[(2,6-Difluorophenyl)carbamoyl]-2-fluoro-5-{[(2S)-1,1,1-trifluoropropan-2-yl]oxy}phenyl)-4-ethyl-5-oxo-4,5-dihydro-1H-1,2,4-triazol